methyl 5-(1-{[(2-methylprop-2-yl)oxy]carbonyl}tetrahydro-1H-pyrrol-3-yl)pyridine-2-carboxylate CC(C)(C)OC(=O)N1CC(CC1)C=1C=CC(=NC1)C(=O)OC